5-((4-bromo-1H-pyrrolo[2,3-c]pyridin-5-yl)oxy)-2-fluoro-benzothioamide BrC1=C2C(=CN=C1OC=1C=CC(=C(C(N)=S)C1)F)NC=C2